C(C1=CC=CC=C1)OCC1=NN(C(N1CC)=O)C=1C=C2C(=CC(=NC2=CC1F)C1=C(C(=NC=C1C)OC)Cl)C(C)C 3-((benzyloxy)methyl)-1-(2-(3-chloro-2-methoxy-5-methylpyridin-4-yl)-7-fluoro-4-isopropylquinolin-6-yl)-4-ethyl-1H-1,2,4-triazol-5(4H)-one